FC1=CC=C(C=C1)C1=NN(C2=CC=CC=C12)CC(C(=O)OCC(F)(F)F)(C)C 2,2,2-Trifluoroethyl 3-(3-(4-fluorophenyl)-1H-indazol-1-yl)-2,2-dimethylpropanoate